2-((3-(2,6-dioxopiperidin-3-yl)-1-methyl-1H-indazol-6-yl)oxy)-N-(1-methyl-piperidin-4-yl)acetamide O=C1NC(CCC1C1=NN(C2=CC(=CC=C12)OCC(=O)NC1CCN(CC1)C)C)=O